2-(4-ethylsulfanyl-3,5-dimethoxyphenyl)ethanamine C(C)SC1=C(C=C(C=C1OC)CCN)OC